nickel nickel-platinum [Pt].[Ni].[Ni]